C(C=C)(=O)N1C(CC(CC1)N1C=NC=2C(=NC=3C(=C(C(=CC3C21)Cl)C2=C1CCCC1=CC=C2)F)OC[C@H]2N(CCC2)C)CC#N 2-(1-acryloyl-4-(8-chloro-7-(2,3-dihydro-1H-inden-4-yl)-6-fluoro-4-(((S)-1-methylpyrrolidin-2-yl)methoxy)-1H-imidazo[4,5-c]quinolin-1-yl)piperidin-2-yl)acetonitrile